3-[4-[(6-chloro-5-fluoro-benzimidazol-1-yl)methyl]phenyl]-5-(trifluoromethyl)-1,2,4-oxadiazole ClC=1C(=CC2=C(N(C=N2)CC2=CC=C(C=C2)C2=NOC(=N2)C(F)(F)F)C1)F